ethyl-dipropylphenol C(C)C1=C(C(=C(C=C1)O)CCC)CCC